FC([C@H](C1=CN(C2=CC(=CC=C12)C=1C(=NC=CC1)C(F)(F)F)CC(C)(C)C)NS(=O)(=O)C1CCC1)F (S)-N-(2,2-difluoro-1-(1-neopentyl-6-(2-(trifluoromethyl)pyridin-3-yl)-1H-indol-3-yl)ethyl)cyclobutanesulfonamide